O=C(C(=O)O)CCC(=O)O.ClC[C@@H](O)C1=C(C=C(C=C1)Cl)Cl (S)-2-Chloro-1-(2,4-dichlorophenyl)Ethanol ketoglutarate